N-(3-fluoro-4-(4-(oxetan-3-yl)piperazin-1-yl)phenyl)-4-((8-methyl-2,3-dihydro-1H-pyrido[2,3-b][1,4]oxazin-7-yl)amino)-2-oxo-1,2-dihydropyridine-3-carboxamide FC=1C=C(C=CC1N1CCN(CC1)C1COC1)NC(=O)C=1C(NC=CC1NC1=C(C2=C(OCCN2)N=C1)C)=O